Methyl (1R,4r)-4-(3-(((R)-2-(5-fluoropyridin-3-yl)-2-hydroxyethyl)amino)-3-methylbutyl)cyclohexane-1-carboxylate FC=1C=C(C=NC1)[C@H](CNC(CCC1CCC(CC1)C(=O)OC)(C)C)O